3-amino-N-[2-[2-[[2-[4-[2-fluoro-5-[(4-oxo-3H-phthalazin-1-yl)methyl]benzoyl]piperazin-1-yl]-2-oxo-ethyl]amino]ethoxy]ethyl]-5-[3-(2,2,2-trifluoroethyl)phenyl]pyridine-2-carboxamide NC=1C(=NC=C(C1)C1=CC(=CC=C1)CC(F)(F)F)C(=O)NCCOCCNCC(=O)N1CCN(CC1)C(C1=C(C=CC(=C1)CC1=NNC(C2=CC=CC=C12)=O)F)=O